6-Chloro-4-(cyclopropylmethyl)-7-fluoro-3,4-dihydro-2H-1,4-benzoxazine-8-carboxylic acid ClC=1C(=C(C2=C(N(CCO2)CC2CC2)C1)C(=O)O)F